N-(p-methoxyphenyl)-2,2-difluoro-4-piperidinacetamide COC1=CC=C(C=C1)NC(CC1CC(NCC1)(F)F)=O